C1(CC1)C1=C(N=CC(=N1)C(=O)NC1=CC(=CC=C1)[C@H](C)SC1=NN=CN1C)C (S)-6-cyclopropyl-5-methyl-N-(3-(1-((4-methyl-4H-1,2,4-triazol-3-yl)thio)ethyl)phenyl)pyrazine-2-carboxamide